CC1=C(C=NC(=C1)N1CCC(CC1)N1CCN(CC1)C)NC1=NC=C(C=N1)C(F)(F)F 2-((4-methyl-6-(4-(4-methylpiperazin-1-yl)piperidin-1-yl)pyridin-3-yl)amino)-5-(trifluoromethyl)pyrimidin